ClC1=C(C=CC2=C1C(=NCC(N2)=S)C2=NC=CC=C2F)C(F)(F)F 6-chloro-5-(3-fluoro-2-pyridyl)-7-(trifluoromethyl)-1,3-dihydro-1,4-benzodiazepin-2-thione